FC(OCCCNCC(=O)O)(F)F 2-{[3-(trifluoromethoxy)propyl]amino}acetic acid